N-(4-(2-(((1r,4r)-4-(dimethylamino)cyclohexyl)amino)-8-isopropyl-7-oxo-7,8-dihydropteridin-6-yl)-2,5-difluorophenyl)-3,3,3-trifluoropropane-1-sulfonamide CN(C1CCC(CC1)NC1=NC=2N(C(C(=NC2C=N1)C1=CC(=C(C=C1F)NS(=O)(=O)CCC(F)(F)F)F)=O)C(C)C)C